1-(4-(2,6-dioxopiperidin-3-yl)-3,5-difluorophenyl)azetidin-3-yl isobutylcarbamate C(C(C)C)NC(OC1CN(C1)C1=CC(=C(C(=C1)F)C1C(NC(CC1)=O)=O)F)=O